tert-butyl (2R,6S)-4-{8-[(7-fluoro-2-methylindazol-5-yl) carbamoyl]-2-[3-(2-oxopyrrolidin-1-yl) propoxy] quinazolin-5-yl}-2,6-dimethylpiperazine-1-carboxylate FC1=CC(=CC2=CN(N=C12)C)NC(=O)C=1C=CC(=C2C=NC(=NC12)OCCCN1C(CCC1)=O)N1C[C@H](N([C@H](C1)C)C(=O)OC(C)(C)C)C